COCC(=O)NC(C=1SC(=CC1)C1=NOC(=N1)C(F)(F)F)OC 2-methoxy-N-[methoxy-[5-[5-(trifluoromethyl)-1,2,4-oxadiazol-3-yl]-2-thienyl]-methyl]acetamide